OCC=1N(C=2N(C(N=C(C2N1)N1C[C@H](N(C[C@@H]1COC)C(=O)OC(C)(C)C)C)=O)C)C tert-butyl (2R,5R)-4-(8-(hydroxymethyl)-3,9-dimethyl-2-oxo-3,9-dihydro-2H-purin-6-yl)-5-(methoxymethyl)-2-methylpiperazine-1-carboxylate